COC=1C=C(C=CC1)[C@]1([C@@H](CN(CC1)C(CC1=C(C=C(C(=C1)F)F)F)=O)CNC([2H])([2H])[2H])OC(C1=CC=CC=C1)=O.OC1=C(C=C(C=C1[N+](=O)[O-])C(C)(C)CC(C)(C)C)N1N=C2C(=N1)C=CC=C2 2-(2'-hydroxy-3'-nitro-5'-tert-octylphenyl)benzotriazole (3R,4S)-4-(3-methoxyphenyl)-3-(((methyl-d3)amino)methyl)-1-(2-(2,4,5-trifluorophenyl)acetyl)piperidin-4-yl-benzoate